5-methylene-1,3-thiazolidine-2-thione C=C1CNC(S1)=S